FC=1C=C(CNC2=NSC3=NC=CC=C32)C=CC1 N-(3-Fluorobenzyl)isothiazolo[5,4-b]pyridin-3-amine